NC1(CCC1)C1=CC=C(C=C1)C=1N(N=C2C1N=CN(C2=O)CC2(CCN(CC2)C(C[C@@H](C(F)(F)F)C2=CC=CC=C2)=O)O)C (R)-3-(4-(1-Aminocyclobutyl)phenyl)-6-((4-hydroxy-1-(4,4,4-trifluoro-3-phenylbutanoyl)piperidin-4-yl)methyl)-2-methyl-2H-pyrazolo[4,3-d]pyrimidin-7(6H)-one